4-[5-(aminomethyl)pyrimidin-2-yl]-3-[3-methyl-1-(2-methylpropyl)pyrazol-4-yl]oxybenzonitrile NCC=1C=NC(=NC1)C1=C(C=C(C#N)C=C1)OC=1C(=NN(C1)CC(C)C)C